C1(CC1)N(C1=C(C(=NC=N1)NC[C@H]1[C@H](CN(CC1)CC(=O)N)O)F)CC1=CC=C(C=C1)C(F)(F)F |o1:12,13| rel-2-((3R,4S)-4-(((6-(cyclopropyl(4-(trifluoro-methyl)benzyl)amino)-5-fluoropyrimidin-4-yl)amino)methyl)-3-hydroxypiperidin-1-yl)acetamide